Cl.C(C)C1(CCN(CC1)C=1C=C2C(=CC=NC2=CC1)C(=O)O)O 6-(4-Ethyl-4-hydroxypiperidin-1-yl)quinoline-4-carboxylic acid HCl